(2r,5s)-3-(4-aminophenyl-ethyl)-2-(2-(4-bromophenyl)-4-(4-fluorophenyl)oxazol-5-yl)-5-methylimidazolidin-4-one NC1=CC=C(C=C1)CCN1[C@@H](N[C@H](C1=O)C)C1=C(N=C(O1)C1=CC=C(C=C1)Br)C1=CC=C(C=C1)F